2-methyl-3-(2-chloro-5-hydroxyphenyl)-4(3H)-quinazolinone CC1=NC2=CC=CC=C2C(N1C1=C(C=CC(=C1)O)Cl)=O